3-benzoyl-1-[(2R,3S,4R,5R)-4-[(tert-butyldimethylsilyl)oxy]-5-{[(tert-butyldimethylsilyl)oxy]methyl}-5-ethenyl-3-fluorooxolan-2-yl]pyrimidine-2,4-dione C(C1=CC=CC=C1)(=O)N1C(N(C=CC1=O)[C@@H]1O[C@]([C@H]([C@@H]1F)O[Si](C)(C)C(C)(C)C)(C=C)CO[Si](C)(C)C(C)(C)C)=O